1-[3-[2-fluoro-4-(1-methylpyrazol-4-yl)anilino]-1-(4-piperidyl)-6,7-dihydro-4H-pyrazolo[4,3-c]pyridin-5-yl]ethanone FC1=C(NC2=NN(C3=C2CN(CC3)C(C)=O)C3CCNCC3)C=CC(=C1)C=1C=NN(C1)C